6-(2-Methoxyphenylamino)-4-amino-N-methyl-N-phenylpyridine-2-carboxamide COC1=C(C=CC=C1)NC1=CC(=CC(=N1)C(=O)N(C1=CC=CC=C1)C)N